6-[4-[[2-(3-ethoxyphenyl)phenyl]methyl]piperazin-1-yl]-N-(4-methoxyphenyl)pyridazine-3-carboxamide C(C)OC=1C=C(C=CC1)C1=C(C=CC=C1)CN1CCN(CC1)C1=CC=C(N=N1)C(=O)NC1=CC=C(C=C1)OC